N-(5-((4-Ethylpiperazin-1-yl)methyl)pyridin-2-yl)-5-fluoro-4-(quinolin-6-yl)pyrimidin-2-amine C(C)N1CCN(CC1)CC=1C=CC(=NC1)NC1=NC=C(C(=N1)C=1C=C2C=CC=NC2=CC1)F